(rac)-N-{4-[7-(cyclopropyloxy)-5-fluoro-3-(pyridin-2-yl)-1H-pyrrolo[3,2-b]pyridin-2-yl]pyridin-2-yl}-4,4-difluoro-2-(4-fluorophenyl)butanamide C1(CC1)OC1=C2C(=NC(=C1)F)C(=C(N2)C2=CC(=NC=C2)NC([C@H](CC(F)F)C2=CC=C(C=C2)F)=O)C2=NC=CC=C2 |r|